6-methoxy-2,3-dihydrothieno[2,3-b]pyridine COC1=CC=C2C(=N1)SCC2